CC=1N=C(C2=C(C(=C(C=C2C1)C)C#N)O)N1CCCCCC1 3,6-dimethyl-1-azepanyl-7-cyano-8-hydroxyisoquinoline